5-isopropyl-2-(pyridin-4-yl)-4-(2,8-diazaspiro[4.5]decan-8-yl)pyrido[3,4-d]pyrimidine C(C)(C)C1=CN=CC=2N=C(N=C(C21)N2CCC1(CCNC1)CC2)C2=CC=NC=C2